C(CCCCCCCCCCC)(=O)OC(CC(C(=O)OCC(COC(CCCCCCCCCCC)=O)OC(CCCCCCCCCCC)=O)CCCCCCCCCC)CO Glycerol dilaurate (2-dodecanoyloxy-3-hydroxypropyl)dodecanoate